ClC1=C(C(=O)N)C=CC(=C1C)F 2-chloro-4-fluoro-3-Methylbenzamide